(S)-4-(5-(2-chloro-4-(3,4-dimethylpiperazin-1-yl)-5-nitrophenyl)pyrimidin-2-yl)morpholine ClC1=C(C=C(C(=C1)N1C[C@@H](N(CC1)C)C)[N+](=O)[O-])C=1C=NC(=NC1)N1CCOCC1